ClC=1C(=NC(=NC1)NC1CCOCC1)C1=CC=C2CN(C(C2=C1)=O)CC(=O)NC(CO)(CO)C1=CC=CC=C1 2-(6-{5-chloro-2-[(oxacyclohex-4-yl)amino]pyrimidin-4-yl}-1-oxo-2,3-dihydro-1H-isoindol-2-yl)-N-(1,3-dihydroxy-2-phenylprop-2-yl)acetamide